bis(triethoxyl propyl) tetrasulfide O(CC)C(CCSSSSCCC(OCC)(OCC)OCC)(OCC)OCC